O=C1NC(CCC1NC1=CC(=C(C=C1)N1CCC(CC1)N1CCC(CC1)NC(=O)[C@@H]1CC[C@H](CC1)NC1=NC=C(C(=N1)C1=CC(=CC=C1)N1C(COCC1)=O)F)F)=O trans-N-(1'-(4-((2,6-dioxopiperidin-3-yl)amino)-2-fluorophenyl)-[1,4'-bipiperidin]-4-yl)-4-((5-fluoro-4-(3-(3-oxomorpholino)phenyl)pyrimidin-2-yl)amino)cyclohexane-1-carboxamide